OC[C@H](C1=CC=CC=C1)NC1=NC(=NC=C1C1=NC(=NO1)C)NC1=CC=C2C(=N1)C(OB2O)(C)C (S)-5-((4-((2-hydroxy-1-phenylethyl)amino)-5-(3-methyl-1,2,4-oxadiazol-5-yl)pyrimidin-2-yl)amino)-3,3-dimethyl-[1,2]oxaborolo[4,3-b]pyridin-1(3H)-ol